(1S)-1-[4-(2-methylpyrazol-3-yl)phenyl]ethanamine CN1N=CC=C1C1=CC=C(C=C1)[C@H](C)N